1-[4-(2,3-Dimethylphenyl)piperazin-1-yl]-2-[3-(4-hydroxyoctahydrochinolin-1(2H)-carbonyl)-5,6-dihydrocyclopenta[c]pyrazol-1(4H)-yl]ethan-1-on CC1=C(C=CC=C1C)N1CCN(CC1)C(CN1N=C(C2=C1CCC2)C(=O)N2CCC(C1CCCCC21)O)=O